C(C)C(CN)CCCN 2-ethyl-1,5-pentanediamine